N-[4-[4-[6-chloro-4-(trifluoromethyl)-2-pyridyl]piperazin-1-yl]sulfonylphenyl]-3-(2,4-diaminobutanoylamino)benzamide ClC1=CC(=CC(=N1)N1CCN(CC1)S(=O)(=O)C1=CC=C(C=C1)NC(C1=CC(=CC=C1)NC(C(CCN)N)=O)=O)C(F)(F)F